1-phenyl-4-(4-methoxyphenyl)-3-butyn-2-one C1(=CC=CC=C1)CC(C#CC1=CC=C(C=C1)OC)=O